N1(CCCC12CNCC2)C2CCN(CC2)C2=CC1=C(N(C(N1C)=O)C1C(NC(CC1)=O)=O)C=C2 3-(5-(4-(1,7-diazaspiro[4.4]nonan-1-yl)piperidin-1-yl)-3-methyl-2-oxo-2,3-dihydro-1H-benzo[d]imidazol-1-yl)piperidine-2,6-dione